FC1(CCC(CC1)N1N=CC(C(=C1)NC(C1=CC(=CC(=C1)N1CCC2(CC2)CC1)NS(=O)(=O)CCO)=O)=S)F N-(2-(4,4-difluorocyclohexyl)-5-thioxo-2,5-dihydropyridazin-4-yl)-3-((2-hydroxyethyl)sulfonamido)-5-(6-azaspiro[2.5]octan-6-yl)benzamide